BrC=1C=C(SC1)C1=CN=CC(=N1)C=1C=CC2=C(OCCN2C(=O)C2CCN(CC2)C)C1 (7-(6-(4-Bromothiophen-2-yl)pyrazin-2-yl)-2,3-dihydro-4H-benzo[b][1,4]oxazin-4-yl)(1-methylpiperidin-4-yl)methanone